C(C)(C)(C)OC(C(C(=O)NC=1C=NC(=C(C1)SC)C#N)(C)O)=O 3-[(6-cyano-5-methylthiopyridin-3-yl)amino]-2-hydroxy-2-methyl-3-oxo-propionic acid tert-butyl ester